COC1=C(CN(S(=O)(=O)C2=C(C=C(C=C2)N2C[C@@](CCC2)(CCC2=CC(=CC=C2)C(F)(F)F)N(C)C)F)C2=NC=NC=C2)C=CC(=C1)OC (S)-N-(2,4-dimethoxybenzyl)-4-(3-(dimethylamino)-3-(3-(trifluoromethyl)phenethyl)piperidin-1-yl)-2-fluoro-N-(pyrimidin-4-yl)benzenesulfonamide